3-(5-chloro-7-{[(furan-2-yl)methyl]amino}-3-methylthieno[3,2-b]pyridin-2-yl)-N-(4-cyanophenyl)-D-alaninamide ClC1=CC(=C2C(=N1)C(=C(S2)C[C@@H](N)C(=O)NC2=CC=C(C=C2)C#N)C)NCC=2OC=CC2